3-iodo-7-(1-((1-methyl-cyclobutyl)amino)ethyl)-9-(trifluoromethyl)-4H-pyrido[1,2-a]pyrimidin-4-one IC1=CN=C2N(C1=O)C=C(C=C2C(F)(F)F)C(C)NC2(CCC2)C